N-[4-(6-aminohexylcarbamoyl)-3-chloro-phenyl]-5-(2,3-difluoro-4-methoxy-phenyl)-1-methyl-imidazole-2-carboxamide NCCCCCCNC(=O)C1=C(C=C(C=C1)NC(=O)C=1N(C(=CN1)C1=C(C(=C(C=C1)OC)F)F)C)Cl